C1(CC1)C(=O)NC1=CC(=C(C(=O)N2C(CN(CC2)C(=O)OC(C)(C)C)C=2C=NN(C2)C)C=C1)N1CCCC1 tert-butyl 4-[4-(cyclopropanecarbonylamino)-2-pyrrolidin-1-ylbenzoyl]-3-(1-methylpyrazol-4-yl)piperazine-1-carboxylate